C([O-])([O-])=O.[Cs+].[Cu+2] copper-cesium carbonate